C(C=C)(=O)O.C(C)(C)C1=C(O)C(=CC(=C1)O)C(C)C 2,6-diisopropylhydroquinone acrylate